tert-butyl (2-(cyclohexa-1,4-dien-1-yl)ethyl)carbamate C1(=CCC=CC1)CCNC(OC(C)(C)C)=O